7-[(1S)-1-{5-[(3-Aminoazetidin-1-yl)methyl]-2-oxo-2,3-dihydro-1,3-Oxazol-3-yl}ethyl]-3-(3-fluoro-4-methanesulfonylaminophenyl)-1H-indole-2-carboxylic acid NC1CN(C1)CC1=CN(C(O1)=O)[C@@H](C)C=1C=CC=C2C(=C(NC12)C(=O)O)C1=CC(=C(C=C1)NS(=O)(=O)C)F